1-(2-([1,1'-biphenyl]-4-yl)-3-phenylquinolin-6-yl)-3-(2-hydroxybutyl)urea C1(=CC=C(C=C1)C1=NC2=CC=C(C=C2C=C1C1=CC=CC=C1)NC(=O)NCC(CC)O)C1=CC=CC=C1